3-(5-(((1S,2R)-2-(methylamino)cyclohexyl)amino)-1-oxoisoindolin-2-yl)piperidine-2,6-dione CN[C@H]1[C@H](CCCC1)NC=1C=C2CN(C(C2=CC1)=O)C1C(NC(CC1)=O)=O